(((4S,6S)-9-(5-(2-hydroxypropan-2-yl)pyrazin-2-yl)-8-oxo-7-oxa-9-azadispiro-[2.2.46.23]dodecan-4-yl)methyl)-1H-benzo[d]imidazole-6-carbonitrile OC(C)(C)C=1N=CC(=NC1)N1C(O[C@@]2(C[C@@H](C3(CC3)CC2)CN2C=NC3=C2C=C(C=C3)C#N)C1)=O